C(CCCCC)(=O)OCCCCCCCCCCCCCCCCCCCC n-eicosyl hexanoate